CC1=C2C=C(N(C2=CC=C1CN1CCC2(CN(C2)C2=CC=CC3=CC=C(C=C23)CC(F)(F)F)CC1)CC1CN(CCO1)S(=O)(=O)C)C#N 4-Methyl-1-{[4-(methylsulfonyl)morpholin-2-yl]methyl}-5-({2-[7-(2,2,2-trifluoroethyl)-1-naphthyl]-2,7-diazaspiro[3.5]non-7-yl}methyl)-1H-indole-2-carbonitrile